C(C)(=O)O[C@@H]1[C@@H](O[C@@H]([C@H]([C@@H]1OC(C)=O)OC(C)=O)CCP(=O)(OCC)OCC)SC1=CC=C(C=C1)N (2S,3S,4S,5R,6R)-2-((4-aminophenyl)thio)-6-(2-(diethoxyphosphoryl)ethyl)tetrahydro-2H-pyran-3,4,5-triyl triacetate